5-(benzyl-propylamino)-2-(pyridin-2-yl)-4,5,6,7-tetrahydro-2H-indazol-3-ol C(C1=CC=CC=C1)N(C1CC2=C(N(N=C2CC1)C1=NC=CC=C1)O)CCC